5-(benzo[b]thiophen-3-ylmethyl)-3-methyl-2-thioxoimidazolidin-4-one S1C2=C(C(=C1)CC1C(N(C(N1)=S)C)=O)C=CC=C2